FC=1C(=C2C(=NC1N1CC3(CN(C3)C(C=C)=O)CC1)CC(OC2)(C)C)C2=C(C=CC(=C2)O)C (M)-1-(6-(3-fluoro-4-(5-hydroxy-2-methylphenyl)-7,7-dimethyl-7,8-dihydro-5H-pyrano[4,3-b]pyridin-2-yl)-2,6-diazaspiro[3.4]octan-2-yl)-2-propen-1-one